ClC1=CC=C(CN2[C@]3(CCN(C3)C3=NC=C(C=C3)C)C(N(CC2=O)C(C)C)=O)C=C1 (S)-6-(4-chlorobenzyl)-9-isopropyl-2-(5-methylpyridin-2-yl)-2,6,9-triazaspiro-[4.5]decane-7,10-dione